tert-butyl 6-[4-[2-[1-(6,7-dihydro-5H-pyrrolo[1,2-c]imidazol-1-yl)-2-oxo-2-(thiazol-2-ylamino)ethyl]-7-fluoro-indazol-6-yl]phenyl]-2,6-diazaspiro[3.3]heptane-2-carboxylate C1(=C2N(C=N1)CCC2)C(C(NC=2SC=CN2)=O)N2N=C1C(=C(C=CC1=C2)C2=CC=C(C=C2)N2CC1(CN(C1)C(=O)OC(C)(C)C)C2)F